tert-Butyl 2-(4'-fluoro-2'-(4-methyl-4H-1,2,4-triazol-3-yl)-[1,1'-biphenyl]-3-yl)-5-(hydroxymethyl)-1H-indole-1-carboxylate FC1=CC(=C(C=C1)C1=CC(=CC=C1)C=1N(C2=CC=C(C=C2C1)CO)C(=O)OC(C)(C)C)C1=NN=CN1C